CN(C1CCC(CC1)NC1=NC=2N(C(C(=NC2C=N1)C1=CC(=C(C=C1)NS(=O)(=O)CCC(C)(F)F)F)=O)C(C)C)C N-(4-(2-(((1r,4r)-4-(dimethylamino)cyclohexyl)amino)-8-iso-propyl-7-oxo-7,8-dihydropteridin-6-yl)-2-fluorophenyl)-3,3-difluorobutane-1-sulfonamide